6-(2-hydroxy-4-chlorophenylimino)ethyl-2-acetylpyridine OC1=C(C=CC(=C1)Cl)N=CCC1=CC=CC(=N1)C(C)=O